C[C@@H]1C[C@H](N(C1)C([C@H](C(C)C)C1=CC(=NO1)N1CCNCC1)=O)C(=O)N[C@@H](C)C1=CC=C(C=C1)C1=C(N=CS1)C (2S,4R)-4-methyl-N-[(1S)-1-[4-(4-methyl-1,3-thiazol-5-yl)phenyl]ethyl]-1-[(2R)-3-methyl-2-[3-(piperazin-1-yl)-1,2-oxazol-5-yl]butanoyl]pyrrolidine-2-carboxamide